ClC(C1=NC(=NO1)C1=CC=C(C=C1)C(CS(=O)(=O)CC)=O)(F)F 1-(4-(5-(chlorodifluoromethyl)-1,2,4-oxadiazol-3-yl)phenyl)-2-(ethylsulfonyl)ethan-1-one